C(C)(=O)C=1C(=NC(=C(C(=O)OCC)C1)C)C ethyl 5-acetyl-2,6-dimethylnicotinate